FC1=C(C(=O)N)C=CC(=C1)NC(COC)=O 2-fluoro-4-(2-methoxyacetamido)benzamide